CC1=C(C(=C(C1(C)[Ca]C1(C(=C(C(=C1C)C)C)C)C)C)C)C Bis(pentamethylcyclopentadienyl)calcium